Cl.COC([C@@H](N)CCCNC(N[N+](=O)[O-])=N)=O Nω-Nitro-L-arginine Methyl Ester, Hydrochloride